CC1(C(C1(C)C)CO)C (2,2,3,3-tetramethylcyclopropyl)methanol